S(=O)(=O)([O-])[O-].[Na+].[Na+] Natrium sulfat